(S)-3-((4-((4-isopropylphenyl)sulfonamido)naphthalen-1-yl)(prop-2-yn-1-yl)amino)butanoic acid C(C)(C)C1=CC=C(C=C1)S(=O)(=O)NC1=CC=C(C2=CC=CC=C12)N([C@H](CC(=O)O)C)CC#C